C(/C)=C\1/C(N(C(C1)=O)CCCCCC(=O)ON1C(CCC1=O)=O)=O (Z)-2,5-dioxopyrrolidin-1-yl 6-(3-ethylidene-2,5-dioxopyrrolidin-1-yl)hexanoate